C1OCC12CN(C2)C(=O)C2CC(C2)C2=CC=C(C=C2)N2C[C@@H](CC2)OC=2C(=NC=1N(C2C)N=C(N1)C)C (2-oxa-6-azaspiro[3.3]heptan-6-yl)((1R,3r)-3-(4-((R)-3-((2,5,7-trimethyl-[1,2,4]triazolo[1,5-a]pyrimidin-6-yl)oxy)pyrrolidin-1-yl)phenyl)cyclobutyl)methanone